tert-Butyl ((5-((3-(isopropylcarbamoyl)-5-(1-methyl-1H-pyrazol-4-yl)phenyl)sulfonyl)thiazol-2-yl)methyl)carbamate C(C)(C)NC(=O)C=1C=C(C=C(C1)C=1C=NN(C1)C)S(=O)(=O)C1=CN=C(S1)CNC(OC(C)(C)C)=O